(M)-5-(4-(4-(aminomethyl)-1-oxo-1,2-dihydrophthalazin-6-yl)-1-methyl-1H-pyrazol-5-yl)-4-chloro-1H-benzo[d]imidazole-6-carbonitrile NCC1=NNC(C2=CC=C(C=C12)C=1C=NN(C1C1=C(C2=C(NC=N2)C=C1C#N)Cl)C)=O